C(C)(C)(C)OC=1C=C(C(=NC1)C=1C=C(SC1C)C(=O)OC)OCC1=CC(=CC(=C1)F)F methyl 4-[5-(tert-butoxy)-3-[(3,5-difluorophenyl) methoxy]pyridin-2-yl]-5-methylthiophene-2-carboxylate